CNC(NC=1SC(=CN1)C#CC=1C=C(C(=O)NC2=NC=CC(=C2)C(F)(F)F)C=CC1)=O 3-((2-(3-methylureido)thiazol-5-yl)ethynyl)-N-(4-(trifluoromethyl)pyridin-2-yl)benzamide